CC(C#N)C(CC#N)(Br)Br methyl-dibromoglutaronitrile